Pyrido[3,4-b]Pyrazine-3-thione N1=C2C(=NC(C1)=S)C=NC=C2